C(C)C=1SC(=C(N1)C1=CC=CC=C1)OC1=NC(=NC=C1)NC1=CC=C(C(=O)O)C=C1 4-((4-((2-Ethyl-4-phenylthiazol-5-yl)oxy)pyrimidin-2-yl)amino)benzoic acid